CC1(OB(OC1(C)C)C=1C=C(C=CC1)C=1C(=NC(=CC1)C1=CC=CC=C1)C1=CC=CC=C1)C 3-[3-(4,4,5,5-Tetramethyl-1,3,2-dioxaborolan-2-yl)-phenyl]-2,6-diphenylpyridine